N-((3R,4R)-4-(4-(5-bromo-2-hydroxybenzoyl)benzamido)pyrrolidin-3-yl)isonicotinamide BrC=1C=CC(=C(C(=O)C2=CC=C(C(=O)N[C@H]3[C@@H](CNC3)NC(C3=CC=NC=C3)=O)C=C2)C1)O